6-chloro-3-(((R)-1-(2-((S)-3-((5-fluoropyridin-2-yl)oxy)pyrrolidin-1-yl)-3,6-dimethyl-4-oxo-3,4-dihydroquinazolin-8-yl)ethyl)amino)-N-(methylsulfonyl)picolinamide ClC1=CC=C(C(=N1)C(=O)NS(=O)(=O)C)N[C@H](C)C=1C=C(C=C2C(N(C(=NC12)N1C[C@H](CC1)OC1=NC=C(C=C1)F)C)=O)C